5,6-dihydroxyindolecarboxylic acid OC=1C=C2C=C(NC2=CC1O)C(=O)O